5-(2-Aminopyridin-4-yl)-7-(3,3-dimethylbutyl)-1H-indazol-3-amine NC1=NC=CC(=C1)C=1C=C2C(=NNC2=C(C1)CCC(C)(C)C)N